FC(S(=O)(=O)[O-])(F)F.C1=CC=CC=C1.[Cu+] copper (I) benzene trifluoromethanesulfonate